C12C=CC(C(C1)C(=O)O)C2 exo-5-norbornene-carboxylic acid